N-(1-(7-(2-Cyclopropylvinyl)quinolin-5-yl)cyclopropyl)-2-methyl-5-((1-methylazetidin-2-yl)methoxy)benzamide C1(CC1)C=CC1=CC(=C2C=CC=NC2=C1)C1(CC1)NC(C1=C(C=CC(=C1)OCC1N(CC1)C)C)=O